ethanamine maleate C(\C=C/C(=O)O)(=O)O.C(C)N